nonadecylurea C(CCCCCCCCCCCCCCCCCC)NC(=O)N